tert-Butyl (2R,5S)-4-(3-bromo-1H-pyrrolo[2,3-b]pyridin-4-yl)-2,5-dimethylpiperazine-1-carboxylate BrC1=CNC2=NC=CC(=C21)N2C[C@H](N(C[C@@H]2C)C(=O)OC(C)(C)C)C